O1C2=C(OCC1)C=C(C=C2)CC(=O)NC=2SC=CC2C(=O)N 2-(2-(2,3-dihydrobenzo[b][1,4]dioxin-6-yl)acetamido)thiophene-3-carboxamide